(((2-aminoethyl)azanediyl)bis(ethane-2,1-diyl))bis(4-([2,2'-bipyridin]-4-yl)butanamide) NCCN(CCC(C(=O)N)CCC1=CC(=NC=C1)C1=NC=CC=C1)CCC(C(=O)N)CCC1=CC(=NC=C1)C1=NC=CC=C1